1-(2-nitrobenzyl)-3,4,6-triacetyl-N-azidoacetylgalactosamine [N+](=O)([O-])C1=C(CC2(O)[C@H](NC(CN=[N+]=[N-])=O)[C@@](O)([C@@](O)([C@H](O2)C(O)C(C)=O)C(C)=O)C(C)=O)C=CC=C1